CC1(C(C(CCC1)C)CCC(CCC)O)C 1-[2,2,6-trimethylcyclohexyl]-3-hexanol